C[C@@H]1OCC(C(OC1)C(=O)O)=O (2S)-2-methyl-6-oxo-1,4-dioxepan-5-carboxylic acid